COC(=O)C=1SC(=C(C1)Br)Br 4,5-dibromothiophene-2-carboxylic acid methyl ester